ClC1=C(C=C(C=C1)F)C1=C(C=CC=C1)F 2-chloro-5,2'-difluoro-[1,1'-biphenyl]